2-(((1r,3R,5'S,7a'R)-5'-(4-fluorophenyl)-3'-oxotetrahydro-3'H-spiro[cyclobutane-1,2'-pyrrolo[2,1-b]oxazol]-3-yl)oxy)isonicotinamide FC1=CC=C(C=C1)[C@@H]1CC[C@H]2OC3(C(N21)=O)CC(C3)OC=3C=C(C(=O)N)C=CN3